ethyl 2-(2,6-dimethyl-3-(4,4,5,5-tetramethyl-1,3,2-dioxaborolan-2-yl)phenyl)acetate CC1=C(C(=CC=C1B1OC(C(O1)(C)C)(C)C)C)CC(=O)OCC